2-[[tert-Butoxycarbonyl-(cyclobutylmethyl)amino]methyl]-6-(hydroxymethyl)indole-1-carboxylic acid tert-butyl ester C(C)(C)(C)OC(=O)N1C(=CC2=CC=C(C=C12)CO)CN(CC1CCC1)C(=O)OC(C)(C)C